tert-butylhydrazine hydrochloride salt Cl.C(C)(C)(C)NN